C(C)(C)(C)OC(=O)N1C(CCCC1)N1N=C(C=C1C(=O)OCC)C (5-(ethoxycarbonyl)-3-methyl-1H-pyrazol-1-yl)piperidine-1-carboxylic acid tert-butyl ester